6-amino-N-(2-{4-amino-6-oxa-2-azaspiro[4.5]decan-2-yl}-3-fluoro-5,6,7,8-tetrahydroquinolin-6-yl)-2-methylthieno[2,3-d][1,3]thiazole-5-carboxamide NC1=C(SC=2N=C(SC21)C)C(=O)NC2CC=1C=C(C(=NC1CC2)N2CC1(C(C2)N)OCCCC1)F